4-(5-Nitro-6-vinyl-indazol-2-yl)cyclohexanecarboxylic acid ethyl ester C(C)OC(=O)C1CCC(CC1)N1N=C2C=C(C(=CC2=C1)[N+](=O)[O-])C=C